C1(CC1)CNC[C@H]([C@H](CC1=CC=CC=C1)NC(OC(C)(C)C)=O)O tert-butyl ((2S,3R)-4-((cyclopropylmethyl)amino)-3-hydroxy-1-phenylbutan-2-yl)carbamate